4-(cyclohexylamino)-6-((8-(4-morpholinopiperidine-1-carbonyl)-2,3-dihydrobenzo[b][1,4]dioxin-5-yl)amino)-1H-pyrrolo[2,3-b]pyridine-3-carbonitrile C1(CCCCC1)NC1=C2C(=NC(=C1)NC1=CC=C(C=3OCCOC31)C(=O)N3CCC(CC3)N3CCOCC3)NC=C2C#N